CN(C=1C2=C(N=C(N1)N1CC(C1)OC(C1=CC=C(C=C1)S(=O)(=O)CC)=O)CC[S+]2[O-])C2CCOCC2 [1-[4-[Methyl(tetrahydropyran-4-yl)amino]-5-oxido-6,7-dihydrothieno[3,2-d]pyrimidin-5-ium-2-yl]azetidin-3-yl]-4-ethylsulfonylbenzoat